CC1(COB(O1)C1=CC=C(C=C1)C=C)C 5,5-dimethyl-2-(4-vinylphenyl)-1,3,2-dioxaborole